FC1(CCN(CC1)C(=O)C1=CC2=C(N(C=N2)C2=CC=C(C(=O)OC)C=C2)C=C1)F methyl 4-(5-(4,4-difluoropiperidine-1-carbonyl)-1H-benzo[d]imidazol-1-yl)benzoate